FC(CC(C(=O)NC)N1CCNCC1)(F)F 2,2,2-trifluoroethyl-1-N-methyl-2-(piperazin-1-yl)acetamide